C1(CCCCC1)NC(N(N=O)CCF)=O 3-Cyclohexyl-1-(2-fluoroethyl)-1-nitrosourea